N1C[C@H](CCC1)[NH-] [(S)-piperidin-3-yl]amide